P-(4-(5-(chlorodifluoromethyl)-1,2,4-oxadiazol-3-yl)-2-fluorophenyl)-N-(3,5-difluorophenyl)-P-methylphosphinic amide ClC(C1=NC(=NO1)C1=CC(=C(C=C1)P(NC1=CC(=CC(=C1)F)F)(=O)C)F)(F)F